tert-butyl 6-(5-(difluoromethyl)-4-iodo-3-(pyridin-3-yl)-1H-pyrazol-1-yl)-2-Azaspiro[3.3]Heptane-2-carboxylate FC(C1=C(C(=NN1C1CC2(CN(C2)C(=O)OC(C)(C)C)C1)C=1C=NC=CC1)I)F